3-(3-(3-((tert-butyldimethylsilyl)oxy)propoxy)-5-methyl-4-nitro-1H-pyrazol-1-yl)-2-methoxy-4-methylpyridine [Si](C)(C)(C(C)(C)C)OCCCOC1=NN(C(=C1[N+](=O)[O-])C)C=1C(=NC=CC1C)OC